4-nitrobenzol palmitate C(CCCCCCCCCCCCCCC)(=O)O.[N+](=O)([O-])C1=CC=CC=C1